1-[2-(1-ethyl-5-methyl-pyrazol-4-yl)-6-[5-[(6-methylpyridazin-3-yl)amino]benzimidazol-1-yl]-3-pyridyl]ethanone C(C)N1N=CC(=C1C)C1=NC(=CC=C1C(C)=O)N1C=NC2=C1C=CC(=C2)NC=2N=NC(=CC2)C